(2E,6E,10E)-2-ethoxy-3,7,11,15-tetramethylhexadeca-2,6,10,14-tetraen-1-ol C(C)O\C(\CO)=C(\CC\C=C(\CC\C=C(\CCC=C(C)C)/C)/C)/C